{1-[(5R,8aR)-1-(1-methanesulfonyl-1-methyl-ethyl)-5-methyl-5,6,8a,9-tetrahydro-8H-7,10-Dioxa-2,4,4b-triazaphenanthrene-3-yl]-1H-benzimidazol-2-yl}-methylamine CS(=O)(=O)C(C)(C)C1=NC(=NC=2N3[C@@H](COC[C@@H]3COC12)C)N1C(=NC2=C1C=CC=C2)NC